ethyl 2-(2-((5-(3-(aminomethyl)phenyl)-7-((3,3-difluoropyrrolidin-1-yl)methyl)benzofuran-3-yl)methoxy)phenyl)acetate NCC=1C=C(C=CC1)C=1C=C(C2=C(C(=CO2)COC2=C(C=CC=C2)CC(=O)OCC)C1)CN1CC(CC1)(F)F